(2-methoxyethoxy)-ethylglycidyl ether COCCOC(C1CO1)(CC)OC(C1CO1)(OCCOC)CC